P(=O)([O-])([O-])F.FC(CC=1N(C=C[N+]1C)CC)(F)F.FC(CC=1N(C=C[N+]1C)CC)(F)F 2,2,2-trifluoroethyl-1-ethyl-3-methylimidazolium monofluorophosphate